2-Bromo-N-methyl-6-(2-isopropylphenoxy)aniline BrC1=C(NC)C(=CC=C1)OC1=C(C=CC=C1)C(C)C